[N+](=O)([O-])C=1C=NN(C1)CC(F)(F)F 4-nitro-1-(2,2,2-trifluoroethyl)-1H-pyrazole